[Br-].CN(C1=CC=C2N(C=3C=CC=C(C3C(C2=C1)C1=C(C=C(C=C1C)C)C)OC)C1=CC=CC=C1)C 7-(dimethylamino)-9-mesityl-1-methoxy-10-phenylacridine bromide